N-(5-(4-cyanophenyl)-1,3,4-selenadiazol-2-yl)-4-(2-fluoro-6-methoxy-3-methylphenyl)-6-methylnicotinamide C(#N)C1=CC=C(C=C1)C1=NN=C([Se]1)NC(C1=CN=C(C=C1C1=C(C(=CC=C1OC)C)F)C)=O